(6S,7R)-3-benzyl-7-(hydroxymethyl)-3-azabicyclo[3.2.1]Octan-6-ol C(C1=CC=CC=C1)N1CC2[C@@H]([C@H](C(C1)C2)O)CO